6-(4-(methylamino)phenyl)cyclohexane CNC1=CC=C(C=C1)C1CCCCC1